N4-octadecyl-1-β-D-arabinofuranosyl-cytosine C(CCCCCCCCCCCCCCCCC)NC1=NC(N(C=C1)[C@H]1[C@@H](O)[C@H](O)[C@H](O1)CO)=O